3-bromo-1-{[2-(trimethylsilyl)ethoxy]methyl}pyrazole BrC1=NN(C=C1)COCC[Si](C)(C)C